C(C=C)(=O)OCCN1C(N(C(N(C1=O)CCOC(C=C)=O)=O)CCOC(C=C)=O)=O tri(2-acryloyloxyethyl)isocyanuric acid